neopentyl glycol bis(ethyl hexanoate) C(C)C(C(=O)OCC(C)(COC(C(CCCC)CC)=O)C)CCCC